5-chloropyridin-3-amine ClC=1C=C(C=NC1)N